C1(CCCC1)N1C(C(N(CC1)CC=1C=NC(=CC1)C1=CN=CO1)=O)=O 1-cyclopentyl-4-((6-(oxazol-5-yl)pyridin-3-yl)methyl)piperazine-2,3-dione